C(#N)C=1C=C(C=NC1)[C@H]1N(OCC1)C(=O)C1CCN(CC1)C1=NC=CC(=C1)C#N 2-[4-[(3S)-3-(5-Cyano-3-pyridyl)isoxazolidine-2-carbonyl]-1-piperidyl]pyridine-4-carbonitrile